C1(C(C2=CC=CC3=CC=CC1=C23)=O)=O Acenaphthoquinone